2-(3-(2,5-difluorophenyl)-5-hydroxy-1H-pyrazol-1-yl)thiazole-4-carboxylic acid FC1=C(C=C(C=C1)F)C1=NN(C(=C1)O)C=1SC=C(N1)C(=O)O